FC=1C=C(C=CC1NC(C)=O)C1=C(C(=CC=C1)C1=CN=C(O1)C1=CC=CC=C1)OC N-(3-fluoro-2'-methoxy-3'-(2-phenyloxazol-5-yl)-[1,1'-biphenyl]-4-yl)acetamide